4-(6,8-difluoro-2-(((2R)-2-fluorotetra-hydro-1H-pyrrolizin-7a(5H)-yl)methoxy)-4-((1S,5R)-1-methyl-3,8-diazabicyclo[3.2.1]-octan-3-yl)quinazolin-7-yl)-5-methylnaphthalen-2-ol FC=1C=C2C(=NC(=NC2=C(C1C1=CC(=CC2=CC=CC(=C12)C)O)F)OCC12CCCN2C[C@@H](C1)F)N1C[C@@]2(CC[C@H](C1)N2)C